6-(1H-imidazol-1-yl)-1-methyl-4-((1-(methylsulfonyl)piperidin-4-yl)amino)quinolin-2(1H)-one N1(C=NC=C1)C=1C=C2C(=CC(N(C2=CC1)C)=O)NC1CCN(CC1)S(=O)(=O)C